2-[(2S,5S)-1-Benzyl-5-methyl-piperazin-2-yl]ethanol C(C1=CC=CC=C1)N1[C@H](CN[C@H](C1)C)CCO